NCCNCCC[Si](OC)(OC)OC (N-2-aminoethyl)-3-aminopropyltrimethoxysilane